FC1=C(C=CC(=C1)O[C@@H]1CN(CCC1)S(=O)(=O)C1=CC=CC=C1)NC=1C2=C(N=CN1)NC=C2C2CCN(CC2)C(C=C)=O (S)-1-(4-(4-((2-fluoro-4-((1-(phenylsulfonyl)piperidin-3-yl)oxy)phenyl)amino)-7H-pyrrolo[2,3-d]pyrimidin-5-yl)piperidin-1-yl)prop-2-en-1-one